ClC1=C(C=C(N=N1)NC1=CC=CC=C1)C1CCC1 (6-chloro-5-cyclobutylpyridazin-3-yl)aniline